C1(CC1)N1C=2C=NC=NC2NCC1=O 5-cyclopropyl-7,8-dihydropteridine-6(5H)-one